F[C@@H]1CN(CC[C@H]1OC1=CC=NC=C1)C(=O)OC(C)(C)C tert-butyl (3R,4R)-3-fluoro-4-(pyridin-4-yloxy)piperidine-1-carboxylate